N-[(1S)-1-(dicyclopropyl-methyl)-2-[[1-[1-[1-(3,3-difluorocyclobutyl)tetrazol-5-yl]-3,3-difluoro-propyl]pyrazol-4-yl]amino]-2-oxo-ethyl]-4-methyl-1,2,5-oxadiazole-3-carboxamide C1(CC1)C([C@@H](C(=O)NC=1C=NN(C1)C(CC(F)F)C1=NN=NN1C1CC(C1)(F)F)NC(=O)C1=NON=C1C)C1CC1